1-(3-(6-fluoro-2,2-dihydroxy-3,4-dihydrobenzo[e][1,2,3]oxathiazin-8-yl)phenyl)ethan-1-one FC=1C=C(C2=C(CNS(O2)(O)O)C1)C=1C=C(C=CC1)C(C)=O